ONC1=NC(N([C@H]2[C@H](O)[C@H](O)[C@@H](CO)O2)C=C1)=O N4-HYDROXYCYTIDIN